CC=1SC(=C(N1)C)C=1C=CC(N(N1)CC1CC(N(CC1)C=1C2=C(N=CN1)N=CC=C2)F)=O 6-(2,4-dimethyl-1,3-thiazol-5-yl)-2-(2-fluoro-1-pyrido[2,3-d]pyrimidin-4-ylpiperidin-4-yl)methylpyridazin-3-one